C(CCCCC(=O)OCCOCCOCCCC)(=O)OCCOCCOCCCC bis(2-(2-butoxy ethoxy)ethyl) adipate